N[C@@H]1C2=CC(=CC=C2CC12CCN(CC2)C=2N=CC(=NC2CO)C#CCOC2=CC=C(C(=O)N)C=C2)OC (S)-4-((3-(5-(1-Amino-6-methoxy-1,3-dihydrospiro[indene-2,4'-piperidin]-1'-yl)-6-(hydroxymethyl)pyrazin-2-yl)prop-2-yn-1-yl)oxy)benzamide